N-(2,5-dimethoxyphenyl)-6-bromoquinolin-4-amine COC1=C(C=C(C=C1)OC)NC1=CC=NC2=CC=C(C=C12)Br